NC=1N=C(SC1C(C1=CC=C(C=C1)OC(F)F)=O)N(C1=CC(=C(C=C1)Cl)F)[C@@H](C(=O)N)C (R)-2-(N-[4-Amino-5-[4-(difluoromethoxy)benzoyl]thiazol-2-yl]-4-chloro-3-fluoroanilino)propanamid